Pentanoic acid [8-(2-diethylamino-ethoxy)-6,6-dimethyl-11-oxo-6,11-dihydro-5H-benzo[b]carbazol-3-yl]amide C(C)N(CCOC=1C=CC2=C(C(C=3NC4=CC(=CC=C4C3C2=O)NC(CCCC)=O)(C)C)C1)CC